N[C@H](COC)C1=CC=2N(N=C1Cl)C=C(N2)[C@H]([C@@H](C)O[C@@H](C(F)(F)F)C)NC(OC(C)(C)C)=O tert-butyl ((1R,2R)-1-(7-((S)-1-amino-2-methoxyethyl)-6-chloroimidazo[1,2-b]pyridazin-2-yl)-2-(((R)-1,1,1-trifluoropropan-2-yl)oxy)propyl)carbamate